2-(difluoromethyl)-5-(6-((4-(3-fluorophenyl)-1H-1,2,3-triazol-1-yl)methyl)pyridin-3-yl)-1,3,4-oxadiazole FC(C=1OC(=NN1)C=1C=NC(=CC1)CN1N=NC(=C1)C1=CC(=CC=C1)F)F